6-(4-(4-fluorophenyl)-1-(2-hydroxybutyl)-1H-imidazol-5-yl)imidazo[1,2-a]pyridine-3-carboxamide FC1=CC=C(C=C1)C=1N=CN(C1C=1C=CC=2N(C1)C(=CN2)C(=O)N)CC(CC)O